3-(2,6-difluoro-3,5-dimethoxyphenyl)-9-[4-(4-ethylpiperazin-1-yl)phenyl]-1-methyl-1,3,4,7-tetrahydro-2H-pyrazolo[4',3':5,6]pyrido[4,3-d]pyrimidin-2-one FC1=C(C(=C(C=C1OC)OC)F)N1C(N(C2=C(C1)C=NC1=C2C(=NN1)C1=CC=C(C=C1)N1CCN(CC1)CC)C)=O